1-Methyl-N5-(2-fluorophenyl)-N6-(4-(trifluoromethoxy)phenyl)-2-(trifluoromethyl)-imidazo[4,5-b]pyrazine-5,6-diamine CN1C(=NC=2C1=NC(=C(N2)NC2=C(C=CC=C2)F)NC2=CC=C(C=C2)OC(F)(F)F)C(F)(F)F